1-octylnonyl 8-{[4-(N-tert-butoxycarbonyl-N-methylamino)butyl][2-hydroxy-5-(undecyloxycarbonyl)pentyl]amino}-7-hydroxyoctanoate C(C)(C)(C)OC(=O)N(C)CCCCN(CC(CCCCCC(=O)OC(CCCCCCCC)CCCCCCCC)O)CC(CCCC(=O)OCCCCCCCCCCC)O